4,6-Dichloro-1-(2,2,2-trifluoroethyl)-1H-pyrrolo[3,2-c]pyridine ClC1=NC(=CC2=C1C=CN2CC(F)(F)F)Cl